O=C1NC(CCC1N1C(C2=CC=CC(=C2C1=O)NCC=1C=NN(C1)C1CCN(CC1)C(=O)C1(COC1)C)=O)=O 2-(2,6-dioxopiperidin-3-yl)-4-(((1-(1-(3-methyloxetane-3-carbonyl)piperidin-4-yl)-1H-pyrazol-4-yl)methyl)amino)isoindoline-1,3-dione